3-((4-methyl-5-oxo-2,5-dihydrofuran-2-yl)oxy)-2H-chromen-2-one CC1=CC(OC1=O)OC=1C(OC2=CC=CC=C2C1)=O